[[4-[[(2S)-2-[[4-[[3-[4-(difluoromethoxy)-2,3-difluoro-phenyl]imidazo[1,2-a]pyrazin-8-yl]amino]-2-ethyl-benzoyl]amino]propyl]carbamoyl]-1-piperidyl]methyl]azetidine-1-carboxylate FC(OC1=C(C(=C(C=C1)C1=CN=C2N1C=CN=C2NC2=CC(=C(C(=O)N[C@H](CNC(=O)C1CCN(CC1)COC(=O)N1CCC1)C)C=C2)CC)F)F)F